C(C)(C)C1=CN(C2=C1N=C(S2)C2CCC1(OCCO1)CC2)C(=O)OC(C)(C)C tert-butyl 6-isopropyl-2-(1,4-dioxaspiro[4.5]dec-8-yl)-4H-pyrrolo[3,2-d]thiazole-4-carboxylate